C(C)(=O)N1[C@H](CC1)COC1=C(N(N=C1)C)C1=CC=2N(C=C1)N=C(C2)NC(=O)C2CC2 N-[5-[4-[[(2R)-1-acetylazetidin-2-yl]methoxy]-2-methyl-pyrazol-3-yl]pyrazolo[1,5-a]pyridin-2-yl]cyclopropanecarboxamide